1-(3-chloro-5,8-dihydropyrido[3,4-c]pyridazin-7(6H)-yl)-2-fluoroethanone ClC1=CC2=C(N=N1)CN(CC2)C(CF)=O